CC=1C=C(C=NNC2=C3N=CN(C3=NC(=N2)N2CCOCC2)CCC2=CC=C(C=C2)C)C=CC1 2-(6-(2-(3-methylbenzylidene)hydrazinyl)-2-morpholino-9H-purin-9-yl)-1-(p-tolyl)ethane